N-adamantan-1-ylmethyl-N-{2-[3-endo-(3-carbamoyl-phenyl)-8-aza-bicyclo[3.2.1]oct-8-yl]-ethyl}succinamic acid TFA salt OC(=O)C(F)(F)F.C12(CC3CC(CC(C1)C3)C2)CN(C(CCC(=O)O)=O)CCN2C3CC(CC2CC3)C3=CC(=CC=C3)C(N)=O